S(=O)(=O)(ON1[C@@H]2CC[C@H](N(C1=O)C2)C(NC2CCNCC2)=N)O (2S,5R)-7-Oxo-2-(N-(piperidin-4-yl) carbamimidoyl)-1,6-diazabicyclo[3.2.1]octan-6-yl hydrogen sulfate